2-(trimethylsilyl)ethyl 8-(2-(methoxycarbonyl)-6-(propylcarbamoyl)pyridin-3-yl)-6-((4-nitrophenyl)sulfonyl)-5,6-dihydro-4H-benzo[b]thieno[2,3-d]azepine-9-carboxylate COC(=O)C1=NC(=CC=C1C=1C(=CC2=C(N(CCC3=C2SC=C3)S(=O)(=O)C3=CC=C(C=C3)[N+](=O)[O-])C1)C(=O)OCC[Si](C)(C)C)C(NCCC)=O